COC(C1=C(C=NC=C1)COC1=C(C=C(C=C1)Cl)Cl)=O ((2,4-dichlorophenoxy)methyl)isonicotinic acid methyl ester